(Z)-3-(methylsulfanyl)-1-(3-nitrophenyl)-3-((1-(tetrahydro-2H-pyran-2-yl)-1H-indazol-5-yl)amino)prop-2-en-1-one CS\C(=C/C(=O)C1=CC(=CC=C1)[N+](=O)[O-])\NC=1C=C2C=NN(C2=CC1)C1OCCCC1